FC1=CC=C(C=C1)C1NCCC2=C1SC=C2 7-(4-fluorophenyl)-4,5,6,7-tetrahydrothieno[2,3-c]pyridine